C(C(C)(C)C)N([C@@H](C)C(=O)O)P(=O)(OC1=CC=CC=C1)OC[C@@H]1N2CCC(C1=O)C2.ClC=2C=C(CNO)C=C(C2)F N-(3-chloro-5-fluorobenzyl)hydroxylamine neopentyl-((((2S)-3-oxo-1-azabicyclo[2.2.1]heptan-2-yl)methoxy)(phenoxy)phosphoryl)-L-alaninate